6-[1-(Benzenesulfonyl)pyrrolo[2,3-b]pyridin-4-yl]-5-methyl-pyridin-3-amine C1(=CC=CC=C1)S(=O)(=O)N1C=CC=2C1=NC=CC2C2=C(C=C(C=N2)N)C